3'-((2-ethoxy-3,4-dioxocyclobut-1-en-1-yl)amino)-N-(4-(2-methoxyethoxy)benzyl)-5'-(1H-tetrazol-5-yl)-[1,1-biphenyl]-4-carboxamide C(C)OC1=C(C(C1=O)=O)NC=1C=C(C=C(C1)C1=NN=NN1)C1=CC=C(C=C1)C(=O)NCC1=CC=C(C=C1)OCCOC